7-fluoro-N-[1-(methanesulfonyl)-2-methylpropane-2-yl]-2-(pyridin-3-yl)-2H-indazole-4-carboxamide FC1=CC=C(C2=CN(N=C12)C=1C=NC=CC1)C(=O)NC(CS(=O)(=O)C)(C)C